5-bromo-1-(dimethoxymethyl)-2-iodo-3-methyl-benzene BrC=1C=C(C(=C(C1)C(OC)OC)I)C